C(CCCCCCCCCCC)S[Sn](CCCCCCCC)(CCCCCCCC)SCCCCCCCCCCCC bis-dodecylthio-dioctylstannane